C(C)(C)(C)C1=CC(=NO1)NC(=O)NC1=CC=C(C=C1)C=1N=C2SC3=C(C4=CN(C=C4CC3)CCCN3CCCC3)N2C1 1-(5-tert-Butyl-1,2-oxazol-3-yl)-3-(4-{2-[3-(pyrrolidin-1-yl)propyl]-4,5-dihydro-2H-imidazo[2',1':2,3][1,3]thiazolo[4,5-e]isoindol-8-yl}phenyl)urea